FC(C1=CC=C(C=C1)[C@@H]1[C@H](C1)C=1C=2N(N=C(C1)C=1C(=NC(=NC1)OC)OC)C=CN2)F 8-((1S,2S)-2-(4-(difluoromethyl)phenyl)cyclopropyl)-6-(2,4-dimethoxypyrimidin-5-yl)imidazo[1,2-b]pyridazine